FC1=C(CC2=C(N)C=C(C=C2)C)C=CC=C1 2-(2-Fluorobenzyl)-5-methylaniline